4-[({1-methyl-1H-pyrazolo[3,4-d]pyrimidin-4-yl}oxy)methyl[piperidin-1-yl]ethyl]-6-fluorobenzamide CN1N=CC=2C1=NC=NC2OC(CC2=CC=C(C(=O)N)C(=C2)F)(N2CCCCC2)C